[Si](C)(C)(C(C)(C)C)OCC=1C=[N+](C=CC1C(=O)N1C(CN(CC1)[C@H](C(=O)NC1=NC=C(N=C1)OC1=C(C=C(C=C1)F)F)C)(C)C)[O-] (S)-3-(((tert-butyldimethylsilyl)oxy)methyl)-4-(4-(1-((5-(2,4-difluorophenoxy)pyrazin-2-yl)amino)-1-oxopropan-2-yl)-2,2-dimethylpiperazine-1-carbonyl)pyridine 1-oxide